NC1=CC=C(C=C1)N(C1=CC=C(C=C1)N)C1=CC=CC=C1 N1-(4-aminophenyl)-N1-phenyl-benzene-1,4-diamine